C(CC)C1CCC(CC1)C1=CC(=C(C=C1)B(O)O)F 4-(4-propylcyclohexyl)-2-fluorophenylboronic acid